[1-(4-bromophenyl)cyclopropoxy](tert-butyl)dimethylsilane BrC1=CC=C(C=C1)C1(CC1)O[Si](C)(C)C(C)(C)C